NC=1C=CC(=C(C1)NC(C(C)N1C=CC2=CC(=CC=C12)S(=O)(=O)N1C[C@@H](CC1)N)=O)C N-(5-amino-2-methyl-phenyl)-2-[5-[(3R)-3-aminopyrrolidin-1-yl]sulfonylindol-1-yl]propanamide